ClC1=C(C=C(C=C1F)CCO)F 2-(4-chloro-3,5-difluorophenyl)ethan-1-ol